6-(4'-((3,3-difluoropiperidin-1-yl)methyl)-[1,1'-biphenyl]-4-yl)-2-methyl-1H-benzo[d]imidazole-4-carboxylic acid FC1(CN(CCC1)CC1=CC=C(C=C1)C1=CC=C(C=C1)C=1C=C(C2=C(NC(=N2)C)C1)C(=O)O)F